C(C)(C)OCCN1CCN(CC1)C1=CC(=NC=C1)NC=1SC2=NC(=CC=C2N1)C1=CC=NC=C1 N-(4-(4-(2-isopropoxy-ethyl)piperazin-1-yl)-pyridin-2-yl)-5-(pyridin-4-yl)thiazolo[5,4-b]-pyridin-2-amine